N-(3-(6-((5-cyclopropyl-1H-pyrazol-3-yl)amino)-4-(morpholinomethyl)pyridin-2-yl)phenyl)acrylamide C1(CC1)C1=CC(=NN1)NC1=CC(=CC(=N1)C=1C=C(C=CC1)NC(C=C)=O)CN1CCOCC1